(2S,4R)-1-[(2S)-2-(14-amino-3,6,9,12-tetraoxatetradecanamido)-3,3-dimethylbutanoyl]-4-hydroxy-N-[[4-(4-methyl-1,3-thiazol-5-yl)phenyl]methyl]pyrrolidine-2-carboxamide NCCOCCOCCOCCOCC(=O)N[C@H](C(=O)N1[C@@H](C[C@H](C1)O)C(=O)NCC1=CC=C(C=C1)C1=C(N=CS1)C)C(C)(C)C